C(C)(C)(C)N(C(O)=O)C1=C(C=C(C=C1)B1OC(C(O1)(C)C)(C)C)F.C(CCC)C1=CC=C(C=C1)C(=O)C1=C(C(=C(C=C1)O)C)O (4-butylphenyl)(2,4-dihydroxy-3-methylphenyl)methanone tert-butyl-(2-fluoro-4-(4,4,5,5-tetramethyl-1,3,2-dioxaborolan-2-yl)phenyl)carbamate